O1C(OCC1)C=1C=C(C=NC1)N1C(C(C2=CC(=CC=C12)F)(C)O)=O 1-(5-(1,3-Dioxolan-2-yl)pyridin-3-yl)-5-fluoro-3-hydroxy-3-methylindolin-2-one